CC1N(CCOC1)C1=CC=C2C(=N1)N(N=C2)C2=NNC=C2 6-(3-methylmorpholinyl)-1-(1H-pyrazol-3-yl)-1H-pyrazolo[3,4-b]pyridine